6,7-dimethoxy-2-methyl-N-{1-[5-(2-propoxy-phenyl)thiophen-2-yl]-ethyl}quinazolin-4-amine COC=1C=C2C(=NC(=NC2=CC1OC)C)NC(C)C=1SC(=CC1)C1=C(C=CC=C1)OCCC